ClC=1C=CC=2N(C1)N=CC2S(=O)(=O)NC=2C(=NC(=C(C2)F)[C@@H]2C(C2)(F)F)OC([2H])([2H])[2H] (R)-6-chloro-N-(6-(2,2-difluorocyclopropyl)-5-fluoro-2-(methoxy-d3)pyridin-3-yl)pyrazolo[1,5-a]pyridine-3-sulfonamide